NC=1C=C(OCCCS(=O)(=O)O)C=CC1OC 3-(3-Amino-4-methoxyphenoxy)propan-1-sulfonic acid